ClC=1C(=CC(=C(C1)S(=O)(=O)N)F)OC 5-chloro-2-fluoro-4-methoxy-benzenesulfonamide